2-chloro-5-cyclopropylpyrazine ClC1=NC=C(N=C1)C1CC1